CN1C=NC=C1C1=CN=C2N1N=C(C=C2)N 3-(1-methyl-1H-imidazol-5-yl)imidazo[1,2-b]pyridazin-6-amine